NC1=CC=CC2=C1C(NS2=O)C2=C(C=CC(=C2)F)Cl 4-amino-3-(2-chloro-5-fluorophenyl)-2,3-dihydrobenzo[d]isothiazole 1-oxide